ClC1=C(C(=C(C=C1OC)OC)Cl)C1=CC2=C(N=C(N=C2)NC2=C(C=CC=C2C)NC(C=C)=O)C(=N1)NCC=1C=NN(C1)CCO N-(2-((6-(2,6-dichloro-3,5-dimethoxyphenyl)-8-(((1-(2-hydroxyethyl)-1H-pyrazol-4-yl)methyl)amino)pyrido[3,4-d]pyrimidin-2-yl)amino)-3-methylphenyl)acrylamide